ClC1=C(C=C(C=C1)F)CNC(=O)C=1N=NN(C1)CCCCN1N=NC(=C1)C(=O)NCC1=NC=CC(=C1)C(F)(F)F 1-[4-(4-{[(2-chloro-5-fluorophenyl)methyl]carbamoyl}-1H-1,2,3-triazol-1-yl)butyl]-N-{[4-(trifluoromethyl)pyridin-2-yl]methyl}-1H-1,2,3-triazole-4-carboxamide